N1[C@@H](CCC1)CCNC(O[C@H]1[C@H](NC[C@@H]1O)CC1=CC=C(C=C1)C=1SC=C(C1)C(F)F)=O (2R,3S,4S)-2-(4-(4-(difluoromethyl)thiophen-2-yl)benzyl)-4-hydroxypyrrolidin-3-yl (2-((S)-pyrrolidin-2-yl)ethyl)carbamate